FC(C1=CC(=NC=N1)O[C@@H]1C[C@@H](N(C1)CC1=CN=C(S1)NC(C)=O)C)F N-(5-(((2S,4R)-4-((6-(difluoromethyl)pyrimidin-4-yl)oxy)-2-methylpyrrolidin-1-yl)methyl)thiazol-2-yl)acetamide